trimethyl-(vinyloxy)silane C[Si](OC=C)(C)C